COC1=C(C=CC(=C1)C1OCC=C(C1)C)O 2-methoxy-4-(4-methyl-3,6-dihydro-2H-pyran-2-yl)phenol